O[C@@H]1CN(CC[C@H]1N1N=NC(=C1C)[Si](C)(C)C)C(=O)OC(C)(C)C tert-Butyl (3R,4R)-3-hydroxy-4-(5-methyl-4-trimethylsilyl-triazol-1-yl)piperidine-1-carboxylate